N1(C=NC=C1)CC1OCCO1 r-2-(1H-imidazol-1-ylmethyl)-1,3-dioxolan